(RS)-3-allyl-2-methyl-4-oxocyclopent-2-enyl-(1r,3r-1r,3s)-2,2-dimethyl-3-(2-methylprop-1-enyl)-cyclopropanecarboxylate C(C=C)C1=C([C@@H](CC1=O)OC(=O)[C@H]1C([C@@H]1C=C(C)C)(C)C)C |&1:5|